Benzyl (2E)-3-[4-(5-tert-butyl-2-hydroxybenzoyl)phenyl]prop-2-enoat C(C)(C)(C)C=1C=CC(=C(C(=O)C2=CC=C(C=C2)/C=C/C(=O)OCC2=CC=CC=C2)C1)O